bis(indol-3-yl)-2-methoxyphenylmethane N1C=C(C2=CC=CC=C12)C(C1=C(C=CC=C1)OC)C1=CNC2=CC=CC=C12